CC(CC(C(=O)O)=O)(C)C 4,4-DIMETHYL-2-OXO-PENTANOIC ACID